C1CC(=O)NC=C1C(=O)O The molecule is a 4-oxo monocarboxylic acid and an alpha,beta-unsaturated monocarboxylic acid. It derives from a nicotinic acid. It is a conjugate acid of a 1,4,5,6-tetrahydro-6-oxonicotinate.